2-((6-((3-bromobenzyl)amino)-2-(prop-1-yn-1-yl)-9H-purin-9-yl)methyl)tetrahydrothiophene-3,4-diol BrC=1C=C(CNC2=C3N=CN(C3=NC(=N2)C#CC)CC2SCC(C2O)O)C=CC1